2-[3-(1-ethoxyvinyl)pyrazin-2-yl]-4,6-dimethyl-1,3,4-oxadiazin-5-one C(C)OC(=C)C=1C(=NC=CN1)C=1OC(C(N(N1)C)=O)C